5-(1,5-naphthyridin-2-yl)-N-(2-oxaspiro[3.3]heptan-6-yl)pyrrolo[2,1-f][1,2,4]triazin-2-amine N1=C(C=CC2=NC=CC=C12)C=1C=CN2N=C(N=CC21)NC2CC1(COC1)C2